ClC=1C(=C(C=CC1)C=1C(=CC=C2C(=C(C=NC12)NC(=O)C1=CC=NC2=CC=CC=C12)N1CCOCC1)F)OC N-(8-(3-chloro-2-methoxyphenyl)-7-fluoro-4-morpholinoquinolin-3-yl)quinoline-4-carboxamide